C(CC1=CC=CC=C1)N1CCC(CC1)CN1N=CC=C(C1=O)C1=CC=CC=C1 2-((1-phenethylpiperidin-4-yl)methyl)-4-phenylpyridazin-3(2H)-one